BrC=1C=C2CN(CC2=CC1)C1C(NC(CC1)=O)=O 5-bromo-2-(2,6-dioxopiperidin-3-yl)isoindoline